(1R,3S)-3-(5-{5-[3-(benzyloxy)-2-(1,3-dioxolan-2-yl)-5-(methoxymethyl)phenyl]-2-methylpyrazole-3-amido}-2H-pyrazol-3-yl)cyclopentyl N-isopropylcarbamate C(C)(C)NC(O[C@H]1C[C@H](CC1)C=1NN=C(C1)NC(=O)C=1N(N=C(C1)C1=C(C(=CC(=C1)COC)OCC1=CC=CC=C1)C1OCCO1)C)=O